(2S)-1-(2-{[2-(2,2-difluoroethoxy)-4-methyl-1,3-thiazol-5-yl]sulfonyl}-2H,4H,5H,6H-pyrrolo[3,4-c]pyrazol-5-yl)-3-hydroxy-2-phenylpropan-1-one FC(COC=1SC(=C(N1)C)S(=O)(=O)N1N=C2C(=C1)CN(C2)C([C@H](CO)C2=CC=CC=C2)=O)F